1-cyclopentyl-4-(1-(1-phenyl-1H-pyrazol-4-yl)ethyl)piperazine-2,3-dione C1(CCCC1)N1C(C(N(CC1)C(C)C=1C=NN(C1)C1=CC=CC=C1)=O)=O